C(C=C)(=O)N1CCN(CC1)C1=NC(=C(C=2CN(CCC12)C1=CC=CC2=CC=CC(=C12)Cl)C#N)OCCN1CCOCC1 1-(4-acryloylpiperazin-1-yl)-6-(8-chloronaphthalen-1-yl)-3-(2-morpholinoethoxy)-5,6,7,8-tetrahydro-2,6-naphthyridine-4-carbonitrile